2-bromo-1-(2-methoxymethoxy-5-ethyl-phenyl)-1-phenyl-ethene BrC=C(C1=CC=CC=C1)C1=C(C=CC(=C1)CC)OCOC